(E)-3-[3-[3-[4-(2-Chlorophenyl)piperazin-1-yl]-2-hydroxypropoxy]phenyl]-1-phenylprop-2-en-1-one ClC1=C(C=CC=C1)N1CCN(CC1)CC(COC=1C=C(C=CC1)/C=C/C(=O)C1=CC=CC=C1)O